COC1=CC=C(C=C1)C1O[C@H]([C@@](O1)(C)CCCO)C=C 3-((4R,5S)-2-(4-methoxyphenyl)-4-methyl-5-vinyl-1,3-dioxolan-4-yl)propan-1-ol